4,10-Dimethyl-7,16,21-trioxa-1,4,10,13-tetraazabicyclo[11.5.5]-tricosane CN1CCN2CCOCCN(CCN(CCOCC1)C)CCOCC2